ClC1=C(C(=NC(=N1)C)CC(=O)OC)C1OCCO1 Methyl 2-(6-chloro-5-(1,3-dioxolan-2-yl)-2-methylpyrimidin-4-yl)acetate